CC1(OC[C@H](O1)[C@@H]1C([C@@H]2[C@@H](OC(O2)(C)C)O1)=O)C (3aR,5R,6aS)-5-((S)-2,2-dimethyl-1,3-dioxolan-4-yl)-2,2-dimethyldihydrofuro[2,3-d][1,3]dioxol-6(5H)-one